C(C1=CC=CC=C1)ON1C(=CC=CC1=O)C(=O)NCCN(C(CCC1=C(C=CC=C1)OCC1=CC=CC=C1)=O)CCNC(=O)C=1N(C(C=CC1)=O)OCC1=CC=CC=C1 1-(Benzyloxy)-N-(2-(N-(2-(1-(benzyloxy)-6-oxo-1,6-dihydropyridine-2-carboxamido)ethyl)-3-(2-(benzyloxy)phenyl)propanamido)ethyl)-6-oxo-1,6-dihydropyridine-2-carboxamide